4-((3-cyclopropylmethoxy-4-fluorophenyl)amino)-6-acetylamino-1H-indole-2-carboxylic acid C1(CC1)COC=1C=C(C=CC1F)NC1=C2C=C(NC2=CC(=C1)NC(C)=O)C(=O)O